N-[(1R)-1-(1-Naphthyl)ethyl]-2-(3-oxo-3-piperazin-1-yl-propyl)benzamide hydrochloride salt Hydrogen chloride Cl.Cl.C1(=CC=CC2=CC=CC=C12)[C@@H](C)NC(C1=C(C=CC=C1)CCC(N1CCNCC1)=O)=O